OC(C)(C)C1=CC=C(C=C1)C1=CC2=NC=CC(=C2O1)C=1C=C(C=CC1)C(=O)N1CCOCC1 (3-(2-(4-(2-hydroxypropan-2-yl)phenyl)furo[3,2-b]pyridin-7-yl)phenyl)(morpholino)methanone